ClC=1C(=C(OC=2C(=CN=NC2)C2=NOC[C@H](N2)CC2=CC(=C(C=C2)C)C)C=CC1)F |r| (5RS)-3-[5-(3-chloro-2-fluorophenoxy)pyridazin-4-yl]-5-(3,4-dimethylbenzyl)-5,6-dihydro-4H-1,2,4-oxadiazine